2-(methylsulfonyl)-2,6-diazaspiro[3.3]heptane CS(=O)(=O)N1CC2(C1)CNC2